1-(2-(4-(difluoromethoxy)-3-fluorobenzyl)pyridin-4-yl)-3-methyl-1,5,6,7-tetrahydro-4H-pyrazolo[4,3-c]pyridin-4-one FC(OC1=C(C=C(CC2=NC=CC(=C2)N2N=C(C=3C(NCCC32)=O)C)C=C1)F)F